2-chloro-6-(trifluoromethyl)-1H-benzimidazole ClC1=NC2=C(N1)C=C(C=C2)C(F)(F)F